ClC1=C(C(=O)NCC(N2CCC(CC2)COC2=NN=CN2C2=CC=CC=C2)C2=C(N=CS2)C(F)F)C(=CC=C1)F 2-Chloro-N-{2-[4-(difluoromethyl)-1,3-thiazol-5-yl]-2-(4-{[(4-phenyl-4H-1,2,4-triazol-3-yl)oxy]methyl}piperidin-1-yl)ethyl}-6-fluorobenzamid